3,3'-(1,1,3,3-tetramethoxydisiloxane-1,3-diyl)bis(1-(N-methylpiperazinyl)propane) CO[Si](O[Si](OC)(OC)CCCC1N(CCNC1)C)(OC)CCCC1N(CCNC1)C